C(CCCCCCC\C=C/CCCCCCCC)(=O)OCC(OC(C)=O)CO 1-Oleoyl-2-acetylglycerol